methoxy-pyrimidine-4-carboxylic acid methoxy-methyl-amide CON(C(=O)C1=NC(=NC=C1)OC)C